Methyl (1S,3R)-1-(2,6-difluoro-4-((1-(3-fluoropropyl)pyrrolidin-3-yl)methyl)phenyl)-2-(2,2-difluoropropyl)-3-methyl-1,2,3,4-tetrahydroisoquinoline-6-carboxylate FC1=C(C(=CC(=C1)CC1CN(CC1)CCCF)F)[C@H]1N([C@@H](CC2=CC(=CC=C12)C(=O)OC)C)CC(C)(F)F